C[C@]1(CCN2CCC1CC2)NC(C)=O |r| Racemic-N-(4-methyl-1-azabicyclo[3.2.2]non-4-yl)acetamide